FC1=CC(=CC2C1=NC(S2)C)NC(=O)C2=CC=C(C=1C=C(OC12)C)N1CCN(CC1)C(=O)OC(C)(C)C tert-butyl 4-[7-[(4-fluoro-2-methyl-2,7a-dihydro-1,3-benzothiazol-6-yl)carbamoyl]-2-methyl-1-benzofuran-4-yl]piperazine-1-carboxylate